Cl.O[C@@H]1C[C@H](NC1)C(=O)OC (2S,4R)-Methyl 4-hydroxypyrrolidine-2-carboxylate, hydrochloride